C(C)(=O)C=1C=C(C=CC1)C=1OC(=CC(C1)=O)N1CCOCC1 2-(3-acetylphenyl)-6-morpholino-4H-pyran-4-one